N-(N,N-di(2-ethylhexyl)aminocarbonylmethyl)glycine C(C)C(CN(CC(CCCC)CC)C(=O)CNCC(=O)O)CCCC